phenyl(isopropylphenyl)pyridine C1(=CC=CC=C1)C=1C(=NC=CC1)C1=C(C=CC=C1)C(C)C